BrCC1=CC(=C(C#N)C=C1)Cl 4-(bromomethyl)-2-chlorobenzonitrile